C(C)(C)(C)OC[C@H](C(=O)OC)OS(=O)(=O)C(F)(F)F Methyl (2R)-3-tert-butoxy-2-[(trifluoromethanesulfonyl)oxy]propanoate